N-(4-(dimethylamino)phenethyl)-4-oxo-4-(4-((5-(trifluoromethyl)pyridin-2-yl)oxy)piperidin-1-yl)butanamide CN(C1=CC=C(CCNC(CCC(N2CCC(CC2)OC2=NC=C(C=C2)C(F)(F)F)=O)=O)C=C1)C